N-((3,5-di(prop-1-en-2-yl)pyridin-4-yl)carbamoyl)-6,7-dihydro-5H-pyrazolo[5,1-b][1,3]oxazine-3-sulfonamide C=C(C)C=1C=NC=C(C1NC(=O)NS(=O)(=O)C=1C=NN2C1OCCC2)C(=C)C